CC1=CC=CC(=N1)C1=NC=CN1C=1C=C2C=NN(C2=CC1)S(=O)(=O)C 2-(6-methylpyridin-2-yl)-3-(1-(methylsulfonyl)-1H-indazol-5-yl)imidazole